methyl (2S)-2-[(tert-butoxycarbonyl)amino]-3-[4-[1-ethyl-3-(3-hydroxy-2,2-dimethylpropyl)-2-[2-(methoxymethyl)pyridin-3-yl]indol-5-yl]-1,3-thiazol-2-yl]propanoate C(C)(C)(C)OC(=O)N[C@H](C(=O)OC)CC=1SC=C(N1)C=1C=C2C(=C(N(C2=CC1)CC)C=1C(=NC=CC1)COC)CC(CO)(C)C